N-[6-(difluoromethyl)-2-pyridyl]-2-[4-[[4-[4-(2,6-dioxo-3-piperidyl)phenyl]-3,3-difluoro-1-piperidyl]methyl]cyclohexyl]-7-isopropoxy-imidazo[1,2-a]pyridine-6-carboxamide FC(C1=CC=CC(=N1)NC(=O)C=1C(=CC=2N(C1)C=C(N2)C2CCC(CC2)CN2CC(C(CC2)C2=CC=C(C=C2)C2C(NC(CC2)=O)=O)(F)F)OC(C)C)F